S1C(=NC2=C1C=CC=C2)S(=O)[O-] Benzothiazolesulfinate